2-imidazoline succinate C(CCC(=O)O)(=O)O.N1C=NCC1